3-cyclopropyl-7-[[4-(2,5-dimethylpyrazol-3-yl)-1,2,4-triazol-3-yl]amino]-N-(2-methylpropyl)-6,7,8,9-tetrahydrobenzo[g]isoquinoline-5-sulfonamide C1(CC1)C=1N=CC=2C=C3C(=C(C2C1)S(=O)(=O)NCC(C)C)CC(CC3)NC3=NN=CN3C=3N(N=C(C3)C)C